5,5'-pentamethylenebis[1-(4-vinylbenzyl)-1H-tetrazole] C(=C)C1=CC=C(CN2N=NN=C2CCCCCC2=NN=NN2CC2=CC=C(C=C2)C=C)C=C1